IC1=NC=CC(=N1)NC1=NC(=NC=C1)NC1=CC=C(C=C1)N1CCC(CC1)NC N4-(2-iodopyrimidin-4-yl)-N2-(4-(4-(methylamino)piperidin-1-yl)phenyl)pyrimidine-2,4-diamine